CC1=C(C(=CC=C1)C)C1=NC=2N(S(C=3C=CC=C(C(N[C@@H](COC(=C1)N2)CC(C)C)=O)C3)(=O)=O)COC (11R)-6-(2,6-dimethylphenyl)-11-isobutyl-3-(methoxymethyl)-2,2-dioxo-9-oxa-2λ6-thia-3,5,12,19-tetrazatricyclo[12.3.1.14,8]nonadeca-1(18),4(19),5,7,14,16-hexaen-13-one